(5-(allyloxy)-1,3,4-thiadiazol-2-yl)-4-(3-chloro-2-fluoro-6-methoxyphenyl)-6-methylnicotinamide C(C=C)OC1=NN=C(S1)C1=C(C(=O)N)C(=CC(=N1)C)C1=C(C(=CC=C1OC)Cl)F